ClC1=NC=C(C(=C1)OCC1CC1)I 2-chloro-4-(cyclopropylmethoxy)-5-iodo-pyridine